4-(1-((pyrimidin-5-ylmethyl)amino)ethyl)isoquinolin-1(2H)-one N1=CN=CC(=C1)CNC(C)C1=CNC(C2=CC=CC=C12)=O